FC=1C(=C2C(=NC1)NN=C2)C2=C1N(N=C2C2=NC=C(C=C2)F)CC(C1)(C)C 5-Fluoro-4-[2-(5-fluoro-2-pyridyl)-5,5-dimethyl-4,6-dihydropyrrolo[1,2-b]pyrazol-3-yl]-1H-pyrazolo[3,4-b]pyridine